(5S)-2-(4-fluoro-3,5-dimethylphenyl)-5-phenyl-2,5,6,7-tetrahydro-3H-pyrrolo[2,1-c][1,2,4]triazol-3-one FC1=C(C=C(C=C1C)N1N=C2N(C1=O)[C@@H](CC2)C2=CC=CC=C2)C